3-((3-(3-cyclopropyl-1,2,4-oxadiazol-5-yl)-4,5-dimethylthiophen-2-yl)carbamoyl)-bicyclo[1.1.1]pentane-1-carboxylic acid C1(CC1)C1=NOC(=N1)C1=C(SC(=C1C)C)NC(=O)C12CC(C1)(C2)C(=O)O